OCC=1C=C2CN(C(C2=CC1)=O)C1C(NC(CC1)=O)=O 3-(5-(hydroxymethyl)-1-oxo-isoindolin-2-yl)piperidine-2,6-dione